2-(((2-(4-(2-hydroxyethyl)piperazin-1-yl)ethyl)amino)methylene)-5-(1,10-phenanthrolin-3-yl)cyclohexane-1,3-dione OCCN1CCN(CC1)CCNC=C1C(CC(CC1=O)C=1C=NC2=C3N=CC=CC3=CC=C2C1)=O